1-[(2-fluorophenyl)methoxy]-4-nitrobenzene FC1=C(C=CC=C1)COC1=CC=C(C=C1)[N+](=O)[O-]